C(C)(C)(C)C12CN(CCC2(C1)C1=C(C(=CC(=C1)CC(C)C)F)C#N)C(=O)OC[C@@H]1[C@H]([C@H]([C@@H](O1)N1C=NC2=CN=CN=C12)O)O 6-desaminoadenosine tert-butyl-6-(2-cyano-3-fluoro-5-isobutylphenyl)-3-azabicyclo[4.1.0]heptane-3-carboxylate